(6aR,12bS)-(+)-N-propyl-4,10,11-trihydroxy-5,6,6a,7,8,12b-hexahydrobenzo[a]phenanthridine C(CC)N1[C@@H]2CCC3=C([C@H]2C=2C=CC=C(C2C1)O)C=C(C(=C3)O)O